C(CCCCCCC)(=O)OCC(COC(CCCCCCC)=O)(COC(C(CCCCCC)CCCCCC)=O)COC(CCCN(C)C)=O 2-(((4-(Dimethylamino) butanoyl)oxy)methyl)-2-(((2-hexyloctanoyl)oxy) methyl)propane-1,3-diyl dioctanoate